(S)-(2,7-Dimethyl-3-(1-methyl-3-(trifluoromethyl)-1H-pyrazol-5-yl)-2,4,5,7-tetrahydro-6H-pyrazolo[3,4-c]pyridin-6-yl)(6-methoxy-2-methylquinolin-4-yl)methanone CN1N=C2[C@@H](N(CCC2=C1C1=CC(=NN1C)C(F)(F)F)C(=O)C1=CC(=NC2=CC=C(C=C12)OC)C)C